Fluoro-n-butanesulfonate FC(CCC)S(=O)(=O)[O-]